(E)-4-(4-(4-cyanostyryl)benzamido)-N-(5-((3-imino-3-(isopropylamino)propyl)carbamoyl)-1-methyl-1H-pyrrol-3-yl)-1-methyl-1H-pyrrole-2-carboxamide C(#N)C1=CC=C(C=CC2=CC=C(C(=O)NC=3C=C(N(C3)C)C(=O)NC3=CN(C(=C3)C(NCC\C(\NC(C)C)=N/[H])=O)C)C=C2)C=C1